NC1=C2C=CC=C(C2=CC=C1)O 5-amino-naphthalen-1-ol